3-benzylidene-6-[(5-tertiary butyl-1H-imidazole-4-yl)methylene]piperazine-2,5-dione-d C(C1=CC=CC=C1)=C1C(N(C(C(N1)=O)=CC=1N=CNC1C(C)(C)C)[2H])=O